6-[2-(4-Fluorophenyl)-5-methyl-imidazo[4,5-b]pyridin-3-yl]-3H-1,3-benzothiazol FC1=CC=C(C=C1)C1=NC=2C(=NC(=CC2)C)N1C1=CC2=C(NCS2)C=C1